C(CC)C1=C(C(=S)NC=2C=C3C(=CNC3=CC2)C=2CCN(CC2)CCCC)C=CC=C1 5-(2-propylthiobenzoyl)amino-3-(1-butyl-1,2,3,6-tetrahydropyridin-4-yl)-1H-indole